methyl (2S)-2-(3-azabicyclo[3.3.1]nonane-9-carboxamido)-9-(5,6,7,8-tetrahydro-1,8-naphthyridin-2-yl)nonanoate C12CNCC(CCC1)C2C(=O)N[C@H](C(=O)OC)CCCCCCCC2=NC=1NCCCC1C=C2